C(CCCCCCCCCCCCCCCCCCC)N arachidylamine